lysine sulfate salt S(=O)(=O)(O)O.N[C@@H](CCCCN)C(=O)O